C(C)(C)(C)OC(=O)N1[C@H]([C@@H](OCC1)C)C1=CC=C(C=C1)Br (2s,3s)-3-(4-bromophenyl)-2-methylmorpholine-4-carboxylic acid tert-butyl ester